C1(CC1)NC(=O)C1=NN2C=3SC=4OCCOCC4C3C(=N[C@H](C2=N1)C)C1=C(C=CC=C1F)F (7S)-N-cyclopropyl-9-(2,6-difluorophenyl)-7-methyl-13,16-dioxa-18-thia-2,3,5,8-tetrazatetracyclo[8.8.0.02,6.011,17]octadeca-1(10),3,5,8,11(17)-pentaene-4-carboxamide